methyl (Z)-1-(4-amino-2-fluoro-but-2-en-1-yl)-4-(3-(N,N-diethylsulfamoyl) phenyl)-1H-benzo[d][1,2,3]triazole-6-carboxylate hydrochloride Cl.NC\C=C(\CN1N=NC2=C1C=C(C=C2C2=CC(=CC=C2)S(N(CC)CC)(=O)=O)C(=O)OC)/F